3,5-dimethyl-4-bromo-1H-pyrazole CC1=NNC(=C1Br)C